CC1=CC=CC(=N1)C1=NC=CC(=N1)NC1=NC(=NC=C1)NC1=CC=C(C=C1)N1CCC(CC1)C(=O)O[C@H]1CNCC1 [(3R)-pyrrolidin-3-yl] 1-[4-[[4-[[2-(6-methyl-2-pyridyl)pyrimidin-4-yl]amino]pyrimidin-2-yl]amino]phenyl]piperidine-4-carboxylate